8-Bromo-3-chloroisoquinolin-5-yl-trifluoromethanesulfonic acid BrC=1C=CC(=C2C=C(N=CC12)Cl)OS(=O)(=O)C(F)(F)F